FC1(CC(CC1)C1=NC(=CC(=N1)N1CC2(C=3C=NC(=CC31)NC(C)=O)CC2)C)F N-(1'-(2-(3,3-difluorocyclopentyl)-6-methylpyrimidin-4-yl)-1',2'-dihydrospiro[cyclopropane-1,3'-pyrrolo[3,2-c]pyridin]-6'-yl)acetamide